BrCC(=O)OCCCCCCCC Octyl Bromoacetate